7,8-difluoro-3-oxo-3,4-dihydrobenzo[b][1,4]oxaazepine-5(2H)-carboxylic acid tert-butyl ester C(C)(C)(C)OC(=O)N1C2=C(OCC(C1)=O)C=C(C(=C2)F)F